3-(dimethylamino)-2-butanone CN(C(C(C)=O)C)C